FC(=C(C(C(F)(F)F)(F)F)C(F)(F)F)F 1,1,3,3,4,4,4-heptafluoro-2-(trifluoromethyl)but-1-ene